C(C)(C)(C)OC(N[C@@H]1C[C@@H](C1)O)=O (cis-3-hydroxycyclobutyl)carbamic acid tert-butyl ester